C1(CCC1)C1=CC=C2C(=C(C(=NC2=C1)OCC1=CC=C(C=C1)OC)C(=O)O)NC 7-cyclobutyl-2-((4-methoxybenzyl)oxy)-4-(methylamino)quinoline-3-carboxylic acid